3-(2-morpholinyl-pyrimidin-5-yl)-1H-pyrazolo[4,3-c]pyridazin-6(5H)-one N1(CCOCC1)C1=NC=C(C=N1)C1=NNC=2C1=NNC(C2)=O